(S)-3-chloro-2'-(4-chloro-3-(2-hydroxypropan-2-yl)-1H-pyrazol-1-yl)-4-((3,5-difluoropyridin-2-yl)methoxy-d2)-5',6-dimethyl-2H-[1,4'-bipyridin]-2-one ClC=1C(N(C(=CC1OC([2H])([2H])C1=NC=C(C=C1F)F)C)C1=CC(=NC=C1C)N1N=C(C(=C1)Cl)C(C)(C)O)=O